2-(4-(2-(3,4-dimethoxyphenyl)-3-(2,2,2-trifluoroethyl)-1H-indol-5-yl)piperidin-1-yl)acetic acid COC=1C=C(C=CC1OC)C=1NC2=CC=C(C=C2C1CC(F)(F)F)C1CCN(CC1)CC(=O)O